C(#N)C=1C=NN(C1)[C@@H]1CN(C[C@H]1OCC1=CC(=CC=C1)C(F)(F)F)C(=O)OC(C)(C)C Tert-Butyl trans-3-(4-cyano-1H-pyrazol-1-yl)-4-(3-(trifluoromethyl)benzyloxy)pyrrolidine-1-carboxylate